2,5-dimethyl-2,5-di(t-butylperoxy)hexan-3-yne CC(C)(C#CC(C)(OOC(C)(C)C)C)OOC(C)(C)C